FC=1C(=C(C=CC1F)C1CCN(CC1)C(=O)C=1C2=C(NN1)CN(C2)C(C2=CN=CC=C2)=O)C(F)(F)F (4-(3,4-difluoro-2-(trifluoromethyl)phenyl)piperidin-1-yl)(5-nicotinoyl-1,4,5,6-tetrahydropyrrolo[3,4-c]pyrazol-3-yl)methanone